(R)-(2-(1-aminoethyl)-6-fluorophenyl)methanol N[C@H](C)C1=C(C(=CC=C1)F)CO